4-chloro-6-ethyl-7-(2-fluorophenyl)-1-(2-isopropylphenyl)pteridin ClC1=NCN(C2=NC(=C(N=C12)CC)C1=C(C=CC=C1)F)C1=C(C=CC=C1)C(C)C